sodium di(1,3-dimethylbutyl) sulfo-succinate S(=O)(=O)(O)C(C(=O)OC(CC(C)C)C)CC(=O)OC(CC(C)C)C.[Na]